ClC1=C(C=CC=C1F)S(=O)(=O)NC1=NC=C(C=C1)\C=C\C=1C=NC(=NC1)NC1CCC(CC1)N(C)C 2-chloro-N-(5-((E)-2-(2-(((1r,4r)-4-(dimethylamino)cyclohexyl)amino)pyrimidin-5-yl)vinyl)pyridin-2-yl)-3-fluorobenzenesulfonamide